CN1C=C(C2=CC=CC=C12)[C@H]1NC(=NOC1)C1=C(N=NC(=C1)C)OC1=CC(=CC=C1)C(F)(F)F |r| rac-5-(1-methylindol-3-yl)-3-[6-methyl-3-[3-(trifluoromethyl)phenoxy]pyridazin-4-yl]-5,6-dihydro-4H-1,2,4-oxadiazine